C(C)(C)(C)OC(=O)N1C[C@@H](CC1)N1C(NC2=NC=C(C=C21)Br)=O.FC=2C=C(C=CC2)/C=C/C(=O)C2=C(C(=C(C=C2)OC)OC)OC |r| (E)-3-(3-fluorophenyl)-1-(2,3,4-trimethoxyphenyl)prop-2-en-1-one (rac)-tert-butyl-3-(6-bromo-2-oxo-3H-imidazo[4,5-b]pyridin-1-yl)pyrrolidine-1-carboxylate